(2S)-2-[9H-fluoren-9-ylmethoxycarbonyl-(methyl)amino]-3-methylbutanoic acid C1=CC=CC=2C3=CC=CC=C3C(C12)COC(=O)N([C@H](C(=O)O)C(C)C)C